(R)-4-((1-(3-(difluoromethyl)-2-fluorophenyl)ethyl)amino)-2-methyl-7-oxo-7H-pyrano[2,3-d]pyrimidine-6-carboxylic acid methyl ester COC(=O)C1=CC2=C(N=C(N=C2N[C@H](C)C2=C(C(=CC=C2)C(F)F)F)C)OC1=O